4-((4-(bis(3-methoxybenzyl)amino)pyridin-2-yl)methyl)piperazin-2-one COC=1C=C(CN(C2=CC(=NC=C2)CN2CC(NCC2)=O)CC2=CC(=CC=C2)OC)C=CC1